3-(4-(((4-methoxyphenethyl)(thiazolo[4,5-c]pyridin-2-yl)amino)-methyl)phenyl)propiolic acid COC1=CC=C(CCN(C=2SC3=C(C=NC=C3)N2)CC2=CC=C(C=C2)C#CC(=O)O)C=C1